2-fluoro-6-methoxy-3-(trifluoromethyl)benzaldehyde FC1=C(C=O)C(=CC=C1C(F)(F)F)OC